2-(5-(((1S,2S,3R,5R)-2-fluoro-8-azabicyclo[3.2.1]octan-3-yl)(methyl)amino)pyrazin-2-yl)-5-(1H-pyrazol-4-yl)phenol F[C@H]1[C@@H]2CC[C@H](C[C@H]1N(C=1N=CC(=NC1)C1=C(C=C(C=C1)C=1C=NNC1)O)C)N2